C(#N)/C=C/C1=C(C(=O)OC)C=CC=C1 Methyl (E)-2-(2-cyanovinyl)benzoate